N-(2-((6-(2,6-difluoro-3,5-dimethoxybenzoyl)furo[3,2-d]pyrimidin-2-yl)amino)-3-tolyl)acrylamide FC1=C(C(=O)C2=CC=3N=C(N=CC3O2)NC2=C(C=CC=C2NC(C=C)=O)C)C(=C(C=C1OC)OC)F